FC=1C=C2C(=C(NC2=C(C1)F)C1=CC=C(C=C1)F)CCC(CC1NC(NC1=O)=O)S(=O)(=O)N (2-(5,7-difluoro-2-(4-fluorophenyl)-1H-indol-3-yl)ethyl)-2-(2,5-dioxo-imidazolidin-4-yl)ethane-1-sulfonamide